4-((1,1-dioxidotetrahydro-2H-thiopyran-4-yl)amino)but-2-enamide O=S1(CCC(CC1)NCC=CC(=O)N)=O